N-((2-(2,6-dioxopiperidin-3-yl)-1,3-dioxoisoindolin-4-yl)methyl)-2-oxo-2-(4-(1-(trifluoromethyl)cyclopropyl)phenyl)acetamide O=C1NC(CCC1N1C(C2=CC=CC(=C2C1=O)CNC(C(C1=CC=C(C=C1)C1(CC1)C(F)(F)F)=O)=O)=O)=O